3-((3S,10R,13S)-3-azido-10,13-dimethyl-2,3,4,7,8,9,10,11,12,13,14,15-dodecahydro-1H-cyclopenta[a]phenanthren-17-yl)-1H-benzo[d]imidazole N(=[N+]=[N-])[C@H]1CC[C@@]2(C3CC[C@@]4(C(=CCC4C3CC=C2C1)N1CNC2=C1C=CC=C2)C)C